2,4-dibromo-6-methoxy-aniline BrC1=C(N)C(=CC(=C1)Br)OC